2-(pyridin-3-yl)cyclopropane-1-carboxylic Acid N1=CC(=CC=C1)C1C(C1)C(=O)O